Methyl 2,4,6-tri-O-benzyl-3-O-(2,3,4,6-tetra-O-acetyl-beta-D-glucopyranosyl)-alpha-D-glucopyranoside C(C1=CC=CC=C1)O[C@H]1[C@@H](OC)O[C@@H]([C@H]([C@@H]1O[C@H]1[C@H](OC(C)=O)[C@@H](OC(C)=O)[C@H](OC(C)=O)[C@H](O1)COC(C)=O)OCC1=CC=CC=C1)COCC1=CC=CC=C1